(5S,7S)-2-(difluoromethylsulfanyl)-7-fluoro-5-phenyl-6,7-dihydro-5H-pyrrolo[1,2-b][1,2,4]triazole FC(F)SC=1N=C2N(N1)[C@@H](C[C@@H]2F)C2=CC=CC=C2